(R)-((3-((dimethylamino)methyl)-4-(tetrahydrofuran-3-yl)phenyl)amino)-7-(7-fluoroimidazo[1,2-a]pyridin-3-yl)-1,2-dihydro-3H-pyrrolo[3,4-c]pyridin-3-one CN(C)CC=1C=C(C=CC1C1COCC1)N[C@@H]1NC(C=2C=NC=C(C21)C2=CN=C1N2C=CC(=C1)F)=O